N-(2-ethoxy)ethyl-2-mercapto-4-butanolactam Tert-butyl-4'-(5-amino-3-((4-sulfamoylphenyl)amino)-1H-1,2,4-triazole-1-carboxamido)-[1,1'-biphenyl]-4-carboxylate C(C)(C)(C)OC(=O)C1=CC=C(C=C1)C1=CC=C(C=C1)NC(=O)N1N=C(N=C1N)NC1=CC=C(C=C1)S(N)(=O)=O.CCOCCN1C(C(CC1)S)=O